tert-butyl N-(4-hydroxybutyl)-N-methylcarbamate OCCCCN(C(OC(C)(C)C)=O)C